ClC=1C(=CC2=C(NC=NS2(=O)=O)C1)S(=O)(=O)N 6-chloro-1,1-dioxo-4H-1λ6,2,4-benzothiadiazine-7-sulfonamide